FCS(=O)(=O)NC=1SC=C(N1)C(=O)NCC=1N(C=CC1)C 2-(fluoromethylsulfonamido)-N-((1-methyl-1H-pyrrol-2-yl)methyl)thiazole-4-carboxamide